ClC1=NC=CN=C1C1=CC(=NC=C1)OC 2-chloro-3-(2-methoxypyridin-4-yl)pyrazine